C(OCC1=CC=C(C=C1)SSC1=NC=C(C=C1)[N+](=O)[O-])([O-])=O (4-((5-nitropyridin-2-yl)disulfaneyl)benzyl) carbonate